C(C)(C)N1N=C(C=C1C1[C@H]2CC(C[C@@H]12)N1CCC2(CS(C2)(=O)=O)CC1)C1=NC(=CC=C1)C(F)(F)F 7-((1R,3s,5S,6r)-6-(1-Isopropyl-3-(6-(trifluoromethyl)pyridin-2-yl)-1H-pyrazol-5-yl)bicyclo[3.1.0]hexan-3-yl)-2-thia-7-azaspiro[3.5]nonane 2,2-dioxide